C(C)C1=CC=C(C=C1)S(=O)(=O)[C@]12C(OC[C@@H]2C1)=O (1R,5S)-1-((4-ethylphenyl)sulfonyl)-3-oxabicyclo[3.1.0]hexan-2-one